The molecule is an amino trisaccharide that is 2-acetamido-2-deoxy-alpha-D-glucopyranose in which the hydroxy group at position 4 has been glycosylated by beta-lactose. It is an amino trisaccharide and a member of acetamides. It derives from a beta-lactose. CC(=O)N[C@@H]1[C@H]([C@@H]([C@H](O[C@@H]1O)CO)O[C@H]2[C@@H]([C@H]([C@@H]([C@H](O2)CO)O[C@H]3[C@@H]([C@H]([C@H]([C@H](O3)CO)O)O)O)O)O)O